6-chloro-3-(4-chloro-3-fluorophenyl)-1-(2,2,2-trifluoroethyl)-1H-pyrrolo[2,3-b]pyridine ClC1=CC=C2C(=N1)N(C=C2C2=CC(=C(C=C2)Cl)F)CC(F)(F)F